C(=O)(O)CNC(C(CSC1=CC=CC2=C1N=NN(C2=O)CC(N[C@@H](C)C2=CC=C(C=C2)OC(F)(F)F)=O)NC(CC[C@H](N)C(=O)O)=O)=O N5-(1-((carboxymethyl)amino)-1-oxo-3-((4-oxo-3-(2-oxo-2-(((S)-1-(4-(trifluoromethoxy)phenyl)ethyl)amino)ethyl)-3,4-dihydrobenzo[d][1,2,3]triazin-8-yl)thio)propan-2-yl)glutamine